3-chloro-7,8-dihydro-5H-furo[3',4':4,5]pyrrolo[2,3-c]pyridazine ClC1=CC2=C(N=N1)NC1=C2COC1